CN1CCN(CC1)C1=NC=CC(=C1)NC=1N=CC2=C(N1)NC=C2C2=CC1=C(C(NCCO1)=O)C=C2 8-(2-((2-(4-methylpiperazin-1-yl)pyridin-4-yl)amino)-7H-pyrrolo[2,3-d]pyrimidin-5-yl)-3,4-dihydrobenzo[f][1,4]oxazepin-5(2H)-one